2,2-trifluoroethyl methacrylate CC(=C)C(=O)OCC(F)(F)F